Diphenyl azidophosphonate N(=[N+]=[N-])P(OC1=CC=CC=C1)(OC1=CC=CC=C1)=O